5-METHYLISOPHTHALALDEHYDE CC=1C=C(C=C(C=O)C1)C=O